N-{2-[1-(7-methoxy-6-methylquinazolin-4-yl)azetidin-3-yl]Ethyl}sulfuryl-diamide COC1=C(C=C2C(=NC=NC2=C1)N1CC(C1)CC[N-]S(=O)(=O)[NH-])C